4-methyl-6-(3-(((3s,5r)-3-methyl-5-(4-methyl-1-oxo-1,3-dihydroisobenzofuran-5-yl)piperazin-1-yl)methyl)isoxazol-5-yl)pyridine-3-carbonitrile CC1=C(C=NC(=C1)C1=CC(=NO1)CN1C[C@@H](N[C@@H](C1)C=1C(=C2COC(C2=CC1)=O)C)C)C#N